O1C=C(C=C1)C1=CC=C(CC=2C(=C(SC2C)C)C(=O)NC2CC3(CC(C3)C(=O)O)C2)C=C1 6-(4-(4-(furan-3-yl)benzyl)-2,5-dimethylthiophene-3-carboxamido)spiro[3.3]heptane-2-carboxylic acid